C1NCCC2=CC=C(C=C12)NC1=NC=CC=C1 ((1,2,3,4-tetrahydroisoquinolin-7-yl)amino)pyridine